E-2-(2-bromomethylphenyl)-2-methoxyiminoacetic acid methyl ester COC(/C(=N/OC)/C1=C(C=CC=C1)CBr)=O